2-((4-fluoro-3-(trifluoromethoxy)benzyl)amino)-2-oxoacetic acid FC1=C(C=C(CNC(C(=O)O)=O)C=C1)OC(F)(F)F